C(CCCCCCCCCCCCCCCC)OCC(CN(C1=CC=C(C=C1)O)CC(COCCCCCCCCCCCCCCCCC)O)O 4-[bis(3-heptadecyloxy-2-hydroxy-propyl)amino]phenol